ClC1=NC=CC(=C1)C(F)(F)F chloro-4-(trifluoromethyl)pyridine